OCC[NH+]1C(N(C(C=C1)C)CCO)=O 1,2-dihydro-1,3-bis(2-hydroxyethyl)-4-methyl-2-oxo-pyrimidinium